S-(6-((3-(Triethoxysilyl)propyl)thio)hexyl)thiooctanoate C(C)O[Si](CCCSCCCCCCS=C(CCCCCCC)[O-])(OCC)OCC